N(=[N+]=[N-])CC(OCC(C)(C)S(=O)(=O)C1(CC1)CN1C(C2=C(CC1)C(=NN2C)C(=O)NCC2=CC=C(C=C2)C#N)=O)(F)F 6-((1-((1-(2-Azido-1,1-difluoroethoxy)-2-methylpropan-2-yl)sulfonyl)cyclopropyl)methyl)-N-(4-cyanobenzyl)-1-methyl-7-oxo-4,5,6,7-tetrahydro-1H-pyrazolo[3,4-c]pyridine-3-carboxamide